NC=1C(=NC(=C(N1)N)Cl)C(=O)NC(=N)SC 3,5-Diamino-6-chloro-N-(methylsulfanylcarbonimidoyl)pyrazine-2-carboxamide